di-tert-butyl 2-(2-bromo-5-methoxycarbonyl-phenyl)piperazine-1,4-dicarboxylate BrC1=C(C=C(C=C1)C(=O)OC)C1N(CCN(C1)C(=O)OC(C)(C)C)C(=O)OC(C)(C)C